FC1(C(C1)C1=CN(C=2N=CN=C(C21)OC)S(=O)(=O)C2=CC=CC=C2)F 5-(2,2-difluorocyclopropyl)-4-methoxy-7-(phenylsulfonyl)-7H-pyrrolo[2,3-d]pyrimidine